N1C=CC2=CC(=CC=C12)B(O)O 5-Indoleboronic acid